N,N',N'',N''-pentamethyldiethylenetriamine CN(C)CCN(C)CCN(C)C